(2R,4R)-1-cyano-N-[2-[(4,4-difluorocyclohexyl)amino]-1-(5-fluoro-3-pyridyl)-2-oxo-ethyl]-N-(3,3-dimethylindolin-6-yl)-4-hydroxy-4-methyl-pyrrolidine-2-carboxamide C(#N)N1[C@H](C[C@@](C1)(C)O)C(=O)N(C1=CC=C2C(CNC2=C1)(C)C)C(C(=O)NC1CCC(CC1)(F)F)C=1C=NC=C(C1)F